O=C1NC(CCC1N1C(N(C2=C1C=CC=C2C#CCCCCCCCNC(OC(C)(C)C)=O)C)=O)=O tert-butyl N-[9-[1-(2,6-dioxopiperidin-3-yl)-3-methyl-2-oxo-1,3-benzodiazol-4-yl]non-8-yn-1-yl]carbamate